FC=1C=C(SC1CC1CN(C1)CCCF)C1NC(CC2=C1NC1=CC=CC=C21)C 1-(4-fluoro-5-((1-(3-fluoropropyl)azetidin-3-yl)methyl)thiophen-2-yl)-3-methyl-2,3,4,9-tetrahydro-1H-pyrido[3,4-b]indole